C(=C)C1CC(CC1)[Si](C)(C)C 1-vinyl-3-(trimethylsilyl)cyclopentane